C(#N)C=1C=NC=CC1C=1C=C2C(=NC1)NN=C2C(=O)C=2C(=C(C(=CC2)F)NS(=O)(=O)CCC)F N-[3-[5-(3-cyano-4-pyridyl)-1H-pyrazolo[3,4-b]pyridine-3-carbonyl]-2,6-difluoro-phenyl]propane-1-sulfonamide